N-[3-Fluoro-4-[(6-methoxy-1,5-naphthyridin-4-yl)oxy]phenyl]-5-(4-fluorophenyl)-4-methoxy-6-methylpyridazine-3-carboxamide FC=1C=C(C=CC1OC1=CC=NC2=CC=C(N=C12)OC)NC(=O)C=1N=NC(=C(C1OC)C1=CC=C(C=C1)F)C